Cl.C(#N)C1=C(C=C(C=C1)N1CCC(CC1)C(=O)NC1=NC=C(C=C1)N1CCN(CC1)CCOC1CCNCC1)C(F)(F)F 1-(4-cyano-3-(trifluoromethyl)phenyl)-N-(5-(4-(2-(piperidin-4-yloxy)ethyl)piperazin-1-yl)pyridin-2-yl)piperidine-4-carboxamide hydrochloride